CC1=CC(=C(C(N1)=O)CNC(=O)C1=CC2=C(OCO2)C=C1)SC N-((6-methyl-4-(methylthio)-2-oxo-1,2-dihydropyridin-3-yl)methyl)benzo[d][1,3]dioxol-5-Carboxamide